(3S,11aR)-N-[(2,4-difluorophenyl)methyl]-2,3,5,7,11,11a-hexahydro-6-hydroxy-3-methyl-5,7-dioxo-oxazolo[3,2-a]pyrido[1,2-d]pyrazine-8-carboxamide FC1=C(C=CC(=C1)F)CNC(=O)C=1C(C(=C2N(C[C@@H]3N(C2=O)[C@H](CO3)C)C1)O)=O